C(C)(C)(C)C=1N=C(OC1)N 4-tert-butyloxazol-2-amine